(S)-1-(2-chloro-5-((5-cyanopyridin-3-yl)methoxy)-3-((3'-hydroxy-2,2'-dimethyl-[1,1'-biphenyl]-3-yl)methoxy)benzyl)pyrrolidine-2-carboxamide ClC1=C(CN2[C@@H](CCC2)C(=O)N)C=C(C=C1OCC=1C(=C(C=CC1)C1=C(C(=CC=C1)O)C)C)OCC=1C=NC=C(C1)C#N